CC1=CC2=C(OC3(C=NS2(=O)=O)CCOCC3)N=C1OC(CN1CCCCC1)C 8'-methyl-1',1'-dioxido-7'-((1-(piperidin-1-yl)propan-2-yl)oxy)-2,3,5,6-tetrahydrospiro[pyran-4,4'-pyrido[2,3-b][1,4,5]oxathiazepin]